8-(3-methoxyphenyl)-6-(5-methyl-3,4-dihydro-2H-quinoxalin-1-yl)pyrido[2,3-d]pyrimidin-7-one COC=1C=C(C=CC1)N1C(C(=CC2=C1N=CN=C2)N2CCNC1=C(C=CC=C21)C)=O